C1(CC1)OC=1C=CC(=C(C(=O)O)C1)C=O 5-CYCLOPROPOXY-2-FORMYLBENZOIC ACID